pentaerythritol tetrakis(methyl-β-(3,5-di-tert-butyl-4-hydroxyphenyl) propionate) CC(C(=O)OCC(COC(C(CC1=CC(=C(C(=C1)C(C)(C)C)O)C(C)(C)C)C)=O)(COC(C(CC1=CC(=C(C(=C1)C(C)(C)C)O)C(C)(C)C)C)=O)COC(C(CC1=CC(=C(C(=C1)C(C)(C)C)O)C(C)(C)C)C)=O)CC1=CC(=C(C(=C1)C(C)(C)C)O)C(C)(C)C